C(C)(C)(C)C1=C(C=C(C(=O)O)C=C1)OCC(=O)NC1=CC=C(C=C1)O 4-(tert-butyl)-3-(2-((4-hydroxyphenyl)amino)-2-oxoethoxy)benzoic acid